BrC=1C=C(C=CC1C)COC1OCCCC1 2-[(3-bromo-4-methyl-phenyl)methoxy]tetrahydropyran